C1(CCCC1)P(OC)(OC1=C(C(=CC(=C1)CCCCC)OP(OC)(=O)C1CCCC1)C1=C(C=CC(=C1)C)C(=C)C)=O dimethyl (5'-methyl-4-pentyl-2'-(prop-1-en-2-yl)-[1,1'-biphenyl]-2,6-diyl) bis(cyclopentylphosphonate)